2-(2,6-difluorobenzyl)-7-(4-fluorophenyl)-8-(pyridazin-4-yl)-[1,2,4]triazolo[1,5-c]pyrimidin-5-amine FC1=C(CC2=NN3C(=NC(=C(C3=N2)C2=CN=NC=C2)C2=CC=C(C=C2)F)N)C(=CC=C1)F